N1=CC(=CC=C1)C1=C(C=CC=C1)O (3-pyridinyl)-phenol